2,6-Dichloro-4'-(cyclopropylsulfonyl)-[1,1'-biphenyl] ClC1=C(C(=CC=C1)Cl)C1=CC=C(C=C1)S(=O)(=O)C1CC1